1-(2-acetyl-3-hydroxyphenoxy)-2,3-epoxypropane C(C)(=O)C1=C(OCC2CO2)C=CC=C1O